2-[2-(dimethylamino)-4-methoxy-phenyl]acetic acid CN(C1=C(C=CC(=C1)OC)CC(=O)O)C